C(C)(C)(C)C1=CC(=C(C(=C1)C)S(=O)(=O)NC1=CC(=CC(=C1)C(F)(F)F)O)C 4-(tert-butyl)-N-(3-hydroxy-5-(trifluoromethyl)phenyl)-2,6-dimethylbenzene-sulfonamide